1-(2-acetylhydrazine-1-carbonyl)-N-(4-methyl-3-(1-methyl-1H-pyrazol-3-yl)phenyl)-6-azabicyclo[3.1.1]heptane-6-carboxamide C(C)(=O)NNC(=O)C12CCCC(N1C(=O)NC1=CC(=C(C=C1)C)C1=NN(C=C1)C)C2